4-morpholino-N-(5-phenyloxazol-2-yl)-6-(4-pyridyl)furo[3,2-d]pyrimidin-2-amine O1CCN(CC1)C=1C2=C(N=C(N1)NC=1OC(=CN1)C1=CC=CC=C1)C=C(O2)C2=CC=NC=C2